Methyl 2-(1-((4-((5-(trifluoromethyl)pyrimidin-2-yl)amino)piperidin-1-yl)sulfonyl)-piperidin-3-yl)acetate Methyl-2-(1-(chlorosulfonyl)piperidin-3-yl)acetate COC(CC1CN(CCC1)S(=O)(=O)Cl)=O.FC(C=1C=NC(=NC1)NC1CCN(CC1)S(=O)(=O)N1CC(CCC1)CC(=O)OC)(F)F